C(=O)(O)C(CCCCC(C)C)OC(OC(CCCCC(C)C)C(=O)O)(OC(CCCCC(C)C)C(=O)O)SP(S)(O)=S trithiophosphoric acid-tris-[carboxy-i-octyloxy]-methyl ester